ClC=1C=CC(=C(C1)C1(CC1)C(=O)NC=1C=CC(=C(C(=O)OC)C1)C=1C=NN(C1)C1CCC1)F Methyl 5-({[1-(5-chloro-2-fluorophenyl) cyclopropyl] carbonyl} amino)-2-(1-cyclobutyl-1H-pyrazol-4-yl)benzoate